N[C@H](CC1=C(C=2N=NC=C(C2S1)NCC=1SC=CC1)C)CC1COC1 6-[(2S)-2-amino-3-(oxetan-3-yl)propyl]-7-methyl-N-[(thiophen-2-yl)methyl]thieno[3,2-c]pyridazin-4-amine